CC(C)(C)C=1C=C(C=C(C1O)C(C)(C)C)CCC(=O)OC 3,5-bis(1,1-dimethylethyl)-4-hydroxy-benzenepropanoic acid, methyl ester